3-Ethoxy-5-(6-((2-(5-fluoro-2,7-dimethylbenzo[b]thiophen-3-yl)ethyl)amino)pyrimidin-4-yl)-N-sulfamoylthiophen-2-carboxamid C(C)OC1=C(SC(=C1)C1=NC=NC(=C1)NCCC=1C2=C(SC1C)C(=CC(=C2)F)C)C(=O)NS(N)(=O)=O